CC1C=CC=CC=1C o-xylene